N-[4-fluoro-5-(5-methyl-6-morpholin-4-ylpyridin-3-yl)-2-[(3R,5S)-3,4,5-trimethylpiperazin-1-yl]phenyl]-6-oxo-4-(trifluoromethyl)-1H-pyridine-3-carboxamide FC1=CC(=C(C=C1C=1C=NC(=C(C1)C)N1CCOCC1)NC(=O)C1=CNC(C=C1C(F)(F)F)=O)N1C[C@H](N([C@H](C1)C)C)C